CC1=C(C=C(C=C1)NC(C1=NC=CC(=C1)C(C(F)(F)F)O)=O)NC1=NC=CC=C1C1=C2N=C(N(C2=NC=N1)C1OCCCC1)C N-(4-methyl-3-((3-(8-methyl-9-(tetrahydro-2H-pyran-2-yl)-9H-purin-6-yl)pyridin-2-yl)amino)phenyl)-4-(2,2,2-trifluoro-1-hydroxyethyl)picolinamide